Cl.FC1=CC=C2CCNCC2=C1NC1COCC1 7-fluoro-N-(tetrahydrofuran-3-yl)-1,2,3,4-tetrahydroisoquinolin-8-amine hydrochloride